(endo-8-[7-(3,4-dichloro-2-methyl-2H-indazol-5-yl)-5-{[2-(trimethylsilyl) ethoxy]methyl}-5H-pyrrolo[2,3-b]pyrazin-3-yl]-8-azabicyclo[3.2.1]octan-3-yl)carbamate ClC=1N(N=C2C=CC(=C(C12)Cl)C1=CN(C2=NC(=CN=C21)N2C1CC(CC2CC1)NC([O-])=O)COCC[Si](C)(C)C)C